BrC1=C(C=C2CCN(C2=C1)CC1=CC=C(C=C1)C(F)(F)F)NC(CC(C)(C)C)=O N-[6-Bromo-1-(4-trifluoromethylbenzyl)-2,3-dihydro-1H-indol-5-yl]-3,3-dimethylbutyramide